2-(((1'-(4-amino-2-(trifluoromethyl)phenyl)-[1,4'-bipiperidin]-4-yl)thio)methyl)-7-(cyclopropylmethoxy)-5-fluoroquinazolin-4(3H)-one NC1=CC(=C(C=C1)N1CCC(CC1)N1CCC(CC1)SCC1=NC2=CC(=CC(=C2C(N1)=O)F)OCC1CC1)C(F)(F)F